Cl.C(#N)CC1(CN(C1)S(=O)(=O)CC)N1N=CC(=C1)C=1C2=C(N=CN1)N(C=C2)C(=O)NN 4-[1-[3-(cyanomethyl)-1-ethylsulfonyl-azetidin-3-yl]pyrazol-4-yl]pyrrolo[2,3-d]pyrimidine-7-carbohydrazide hydrochloride